nickel-iron-manganese-zinc sodium [Na].[Zn].[Mn].[Fe].[Ni]